N1N=CC(=C1)C1=CC=C(C=C1)N1C(N(C2(C1)CCOCC2)CC=2C=C(C(=O)NC(C)C)C=CC2)=O 3-((3-(4-(1H-pyrazol-4-yl)phenyl)-2-oxo-8-oxa-1,3-diazaspiro[4.5]decan-1-yl)methyl)-N-isopropylbenzamide